C(#N)C1=CNC2=NC=CC=C12 3-Cyano-7-azaindole